triphenylthiopyrylium C1(=CC=CC=C1)C=1C(=C([CH+]SC1)C1=CC=CC=C1)C1=CC=CC=C1